C(C)(C)(C)OC(=O)N(NCCC(C1=CC=CC=C1)=O)CC1=CC=CC=C1 1-benzyl-2-(3-oxo-3-phenylpropyl)hydrazinecarboxylic acid tert-butyl ester